1-(3-(4-(4-bromophenyl)piperazin-1-yl)-5-fluorophenyl)-2,2,2-trifluoroethan-1-ol BrC1=CC=C(C=C1)N1CCN(CC1)C=1C=C(C=C(C1)F)C(C(F)(F)F)O